diMethylphosphine oxide CP(C)=O